COC1=CC=C(C=N1)[C@H](CC(=O)OCC)N1C(C=2N(CC1)C=C(C2)CCCC(C)=O)=O Ethyl (S)-3-(6-methoxypyridin-3-yl)-3-(1-oxo-7-(4-oxopentyl)-3,4-dihydropyrrolo[1,2-a]pyrazin-2(1H)-yl)propanoate